2-(5-bromo-3-(ethylthio)pyridin-2-yl)-N4-methylpyrimidine-4,5-diamine BrC=1C=C(C(=NC1)C1=NC=C(C(=N1)NC)N)SCC